5-{2-[(3-exo)-8-azabicyclo[3.2.1]oct-3-ylamino][1,3]thiazolo[4,5-c]pyridin-6-yl}-2-methyl-2H-indazole-7-carbonitrile hydrochloride Cl.C12CC(CC(CC1)N2)NC=2SC1=C(C=NC(=C1)C1=CC3=CN(N=C3C(=C1)C#N)C)N2